(S)-2-(2,4-dioxo-1,4-dihydroquinazolin-3(2H)-yl)-N-(1-phenylethyl)acetamide O=C1NC2=CC=CC=C2C(N1CC(=O)N[C@@H](C)C1=CC=CC=C1)=O